C(C)(C)(C)OC(N[C@@H]1C(NC2=C(C(C1)=O)C=CC=C2)=O)=O N-[(3S)-2,5-dioxo-2,3,4,5-tetrahydro-1H-1-benzazepin-3-yl]carbamic acid tert-butyl ester